COC1=C(C(=C2C(=C1)C=C(N2)C(=O)NC3=C(C4=CC=CC=C4C(=C3)N)CCCl)OC)OC The molecule is an indolecarboxamide obtained by the formal condensation of the carboxy group of 5,6,7-trimethoxyindole-2-carboxylic acid with the 2-amino group of 1-(2-chloroethyl)-2,4-diaminonaphthalene. It has a role as an antineoplastic agent. It is an indolecarboxamide, an aromatic amine, an aromatic ether and an organochlorine compound.